[Na+].[W+6] tungsten (VI) sodium salt